7-cyclopentyl-N,N-dimethyl-2-((5-(piperazin-1-yl)pyridin-2-yl)amino)-7H-pyrrolo[2,3-d]pyrimidine-6-carboxamide succinate C(CCC(=O)O)(=O)O.C1(CCCC1)N1C(=CC2=C1N=C(N=C2)NC2=NC=C(C=C2)N2CCNCC2)C(=O)N(C)C